N-(7,8-Dichloro-1,5,5,6-tetramethyl-2-oxo-1,2,3,4,5,6-hexahydroazepino[4,5-b]indol-10-yl)-2-hydroxyacetamide ClC1=C(C=C(C=2C3=C(N(C12)C)C(CNC(C3C)=O)(C)C)NC(CO)=O)Cl